(Z)-3-(N'-hydroxycarbamimidoyl)-5-methoxybenzoic acid methyl ester COC(C1=CC(=CC(=C1)OC)/C(/N)=N/O)=O